FC1=C(CN2C(C3=NC=CC=C3C2=O)([2H])[2H])C(=CC(=C1)C=1C2=CN(N=C2C(=CC1)C(F)(F)F)C([2H])([2H])[2H])F 6-(2,6-difluoro-4-(2-(methyl-d3)-7-(trifluoromethyl)-2H-indazol-4-yl)benzyl)-6,7-dihydro-5H-pyrrolo[3,4-b]pyridin-5-one-7,7-d2